CON(C([C@@H](CC)NC(OCC1=CC=CC=C1)=O)=O)C benzyl (R)-(1-(methoxy(methyl)amino)-1-oxobutan-2-yl)carbamate